CN(C(CNC)=O)CC(N(CC(N(CC(N(CC(N(CC(N(CC(N(CC(N(CC(N(CC(=O)O)C)=O)C)=O)C)=O)C)=O)C)=O)C)=O)C)=O)C)=O 5,8,11,14,17,20,23,26,29-nonamethyl-4,7,10,13,16,19,22,25,28-nonaoxo-2,5,8,11,14,17,20,23,26,29-decaazahentriacontan-31-oic acid